COC(=O)C=1SC(=CC1)CN1C(N(C2=NC(=NC=C12)N)[C@@H]1O[C@@H](C[C@H]1O)CO)=O Methyl-5-((2-Amino-9-((2R,3R,5S)-3-hydroxy-5-(hydroxymethyl)tetrahydrofuran-2-yl)-8-oxo-8,9-dihydro-7H-purin-7-yl)methyl)thiophen-2-carboxylat